tert-butyl N-[4-[2-[(3S)-4-[4-(2,6-dioxo-3-piperidyl)phenyl]-3-methyl-piperazin-1-yl]ethyl]-1-piperidyl]carbamate O=C1NC(CCC1C1=CC=C(C=C1)N1[C@H](CN(CC1)CCC1CCN(CC1)NC(OC(C)(C)C)=O)C)=O